7-benzyl-3-[(1-{[1-benzyl-3-phenylpiperidin-4-yl]carbonyl}-4-hydroxypiperidin-4-yl)methyl]-3,7-dihydro-4H-pyrrolo[2,3-d]pyrimidin-4-one C(C1=CC=CC=C1)N1C=CC2=C1N=CN(C2=O)CC2(CCN(CC2)C(=O)C2C(CN(CC2)CC2=CC=CC=C2)C2=CC=CC=C2)O